[1-(3-bromo-1-(tetrahydro-2H-pyran-2-yl)-1H-1,2,4-triazol-5-yl)-3-((tert-butyldimethylsilyl) oxy)-3-(3-chloropyridin-2-yl) propyl] 2,2-dimethylpropionate CC(C(=O)OC(CC(C1=NC=CC=C1Cl)O[Si](C)(C)C(C)(C)C)C1=NC(=NN1C1OCCCC1)Br)(C)C